N,N,N-trimethyl-adamantyl-ammonium iodide [I-].C[N+](C)(C)C12CC3CC(CC(C1)C3)C2